C(#N)C=1C(=NC(=NC1)NC=1C(=CC(=C(C1)NC(C=C)=O)N(C)CCN(C)C)OC)NC=1C=CC=C2CCN(C12)S(=O)(=O)C N-(5-((5-cyano-4-((1-(methylsulfonyl)indolin-7-yl)amino)pyrimidin-2-yl)amino)-2-((2-(dimethylamino)ethyl)(methyl)amino)-4-methoxyphenyl)acrylamide